[3,5-dibromo-4-(4-hydroxy-3-phenethylcarbamoyl-phenoxy)phenyl]-acetic acid BrC=1C=C(C=C(C1OC1=CC(=C(C=C1)O)C(NCCC1=CC=CC=C1)=O)Br)CC(=O)O